triphenylmethyl-aminomethane C1(=CC=CC=C1)C(C1=CC=CC=C1)(C1=CC=CC=C1)CN